(5-bromo-3-(ethylsulfonyl)pyridin-2-yl)-2-(trifluoromethyl)-[1,2,4]triazolo[1,5-a]pyrimidine BrC=1C=C(C(=NC1)C1=NC=2N(C=C1)N=C(N2)C(F)(F)F)S(=O)(=O)CC